OCC1(C(NCC1)=O)NC(=O)C1=C(OC2=C1C=C(C=C2)OCC=2C(=NC=CC2)O)C N-(3-(hydroxymethyl)-2-oxopyrrolidin-3-yl)-5-((2-hydroxypyridin-3-yl)methoxy)-2-methylbenzofuran-3-carboxamide